2-hexyldecyl 3-chloropropanoate ClCCC(=O)OCC(CCCCCCCC)CCCCCC